O=S1(N=C[C@H]2N(C3=C1C=CC=N3)CCC2)=O (S)-5,5-Dioxido-7a,8,9,10-tetrahydropyrido[2,3-f]pyrrolo[2,1-d][1,2,5]thiadiazepin